C(C)(C)(C)OC(NC(CNC)C)=O (1-(Methylamino)propan-2-yl)carbamic acid tert-butyl ester